2-[(2S,5R)-2,5-dimethylpiperazin-1-yl]-6-methoxyquinoxaline C[C@@H]1N(C[C@H](NC1)C)C1=NC2=CC=C(C=C2N=C1)OC